4-(6-chloro-8-fluoro-4-(4-isobutyl-1,4-diazepan-1-yl)-2-((tetrahydro-1H-pyrrolizin-7a(5H)-yl)methoxy)quinazolin-7-yl)-7-fluorobenzo-[d]thiazol-2-amine ClC=1C=C2C(=NC(=NC2=C(C1C1=CC=C(C2=C1N=C(S2)N)F)F)OCC21CCCN1CCC2)N2CCN(CCC2)CC(C)C